tert-butyl (S)-(2-(2-carbamoyl-4,4-difluoropyrrolidin-1-yl)-2-oxoethyl)carbamate C(N)(=O)[C@H]1N(CC(C1)(F)F)C(CNC(OC(C)(C)C)=O)=O